2-[4-(3-Fluorophenoxy)-3-nitrophenyl]-7-hydroxy-thiazolo[5,4-d]pyrimidine FC=1C=C(OC2=C(C=C(C=C2)C=2SC=3N=CN=C(C3N2)O)[N+](=O)[O-])C=CC1